13-butylamino-13-oxotridecamidoacetic acid C(CCC)NC(CCCCCCCCCCCC(=O)NCC(=O)O)=O